[(2R,3S,11bR)-9,10-dimethoxy-3-(2-methylpropyl)-1H,2H,3H,4H,6H,7H,11bH-pyrido[2,1-a]isoquinolin-2-yl]methyl (1S,2S)-2-aminocyclohexane-1-carboxylate N[C@@H]1[C@H](CCCC1)C(=O)OC[C@@H]1C[C@H]2N(CCC3=CC(=C(C=C23)OC)OC)C[C@H]1CC(C)C